O-(2-methoxyethyl)adenosine COCCO[C@H]1[C@@H](O[C@@H]([C@H]1O)CO)N1C=NC=2C(N)=NC=NC12